COC1=CC=C2C=C(C=NC2=N1)C=O 7-methoxy-1,8-naphthyridine-3-carbaldehyde